3-(3-(3-chlorophenyl)-4-thiazolinonyl)-N-(4-1-N-pyrazolylbutyl)benzamide tert-butyl-(4-(difluoromethoxy)-2-methoxyphenethyl)carbamate C(C)(C)(C)N(C(O)=O)CCC1=C(C=C(C=C1)OC(F)F)OC.ClC=1C=C(C=CC1)N1C(SC=C1C=1C=C(C(=O)NCCCCN2N=CC=C2)C=CC1)=O